11-methyl-6H-chromeno[3,2-c]quinoline-6,7(5H)-dione CC=1C=CC=C2C(C=3C(NC4=CC=CC=C4C3OC12)=O)=O